tert-butyl 4-[1-methyl-4-(trifluoromethyl)imidazol-2-yl]piperazine-1-carboxylate CN1C(=NC(=C1)C(F)(F)F)N1CCN(CC1)C(=O)OC(C)(C)C